S(=O)(=O)(O)O.NC1=C(C(=NC(=N1)N)N)N TETRAAMINOPYRIMIDINE SULFATE